C(C)OCC1(CCN(CC1)C1=C(N)C=CC=C1)C 2-[4-(ethoxymethyl)-4-methylpiperidin-1-yl]Aniline